ClCC=O CHLOROACETALDEHYDE